C1(CC1)C1=NNC(=C1)NC(C(C)C=1C=NN(C1)C1=NC(=CC=C1)OC)=O N-(3-cyclopropyl-1H-pyrazol-5-yl)-2-(1-(6-methoxypyridin-2-yl)-1H-pyrazol-4-yl)propanamide